naphthalen-2-yl cinnamate trifluoroacetate FC(C(=O)O)(F)F.C(C=CC1=CC=CC=C1)(=O)OC1=CC2=CC=CC=C2C=C1